1-iodo-5,5-dimethylhydantoin IN1C(=O)NC(=O)C1(C)C